2-((3S,5S)-1-(4-chlorobenzyl)-5-(4-(trifluoromethyl)phenyl)piperidin-3-yl)acetic acid methyl ester COC(C[C@H]1CN(C[C@@H](C1)C1=CC=C(C=C1)C(F)(F)F)CC1=CC=C(C=C1)Cl)=O